2,4-di-tert-butyl-6-[2-methyl-1-(1,1,4,4,7,7,10,10-octamethyl-2,3,4,7,8,9,10,12-octahydro-1H-dibenzo[b,H]fluoren-12-yl)prop-1-en-1-yl]phenol C(C)(C)(C)C1=C(C(=CC(=C1)C(C)(C)C)C(=C(C)C)C1C2=CC3=C(C=C2C=2C=C4C(=CC12)C(CCC4(C)C)(C)C)C(CCC3(C)C)(C)C)O